1-aminocyclopentyl-formic acid NC1(CCCC1)C(=O)O